2-[[N-hydroxy(benzyl)carbamoyl]methyl]pentanedioic acid ON(C(=O)CC(C(=O)O)CCC(=O)O)CC1=CC=CC=C1